tert-butyl N-(tert-butoxycarbonyl)-N-({4-[(Z)-N'-methanesulfonylcarbamimidoyl]-thiophen-2-yl}methyl)carbamate C(C)(C)(C)OC(=O)N(C(OC(C)(C)C)=O)CC=1SC=C(C1)/C(/N)=N/S(=O)(=O)C